5-chloro-2-methyl-N-((1r,4r)-4-((2-oxo-3-(quinazolin-7-yl)-2,3-dihydro-1H-benzo[d]imidazol-1-yl)methyl)cyclohexyl)nicotinamide ClC=1C=NC(=C(C(=O)NC2CCC(CC2)CN2C(N(C3=C2C=CC=C3)C3=CC=C2C=NC=NC2=C3)=O)C1)C